ON(C(CC)P(C1=CC=CC=C1)(C1=CC=CC=C1)=O)CC1=CC=CC=C1 (1-((hydroxy)benzylamino)propyl)diphenylphosphine oxide